FC(C1=NN=C(O1)C1=CC=2N(C=C1)C=C(N2)CN(S(=O)(=O)N2CCN(CC2)S(=O)(=O)C)C2=CC(=CC=C2)F)F N-((7-(5-(difluoromethyl)-1,3,4-oxadiazol-2-yl)imidazo[1,2-a]pyridin-2-yl)methyl)-N-(3-fluorophenyl)-4-(methylsulfonyl)piperazine-1-sulfonamide